BrC=1C=CC2=C(C(C(O2)(C(=O)OCC)C)O)C1 ethyl 5-bromo-3-hydroxy-2-methyl-2,3-dihydrobenzofuran-2-carboxylate